ClC1=C(C=C(C=C1)OC)B(O)O 2-chloro-5-methoxyphenyl-boronic acid